BrC1=CC=CN2C(=C(C=C12)C#CCNC1=C(C=C(C(=O)O)C=C1)OC)SC(F)(F)F 4-[(3-{8-bromo-3-[(trifluoromethyl)sulfanyl]indolizin-2-yl}prop-2-yn-1-yl)amino]-3-methoxybenzoic acid